5-(benzyloxy)-2-methyl-N-((5-methylisoxazol-3-yl)methyl)benzofuran-3-carboxamide C(C1=CC=CC=C1)OC=1C=CC2=C(C(=C(O2)C)C(=O)NCC2=NOC(=C2)C)C1